OC1=C(C=C(C=C1)[C@@H]([C@H](C)N1CCC(CC1)(C1=CC=CC=C1)O)O)OC (1S,2S)-1-(4-hydroxy-3-methoxyphenyl)-2-(4-hydroxy-4-phenylpiperidino)-1-propanol